(S)-1-(5-(1-(3,5-difluorobenzyl)-2-methoxy-1H-imidazo[4,5-b]pyridin-6-yl)-5H-pyrrolo[2,3-b]pyrazin-3-yl)ethanol FC=1C=C(CN2C(=NC3=NC=C(C=C32)N3C=CC=2C3=NC(=CN2)[C@H](C)O)OC)C=C(C1)F